2-[(3-diethylaminopropyl)ethoxymethylsilyl]styrene C(C)N(CCC[SiH](C1=C(C=C)C=CC=C1)COCC)CC